NC=1C2=C(N=CN1)N(C=C2C2=C(C=C(C=C2)C2C=1N(CCC2)N(C(C1C(=O)N)=O)C1=CC=CC=C1)F)C1CC(CC1)O (4-(4-amino-7-(3-hydroxycyclopentyl)-7H-pyrrolo[2,3-d]pyrimidin-5-yl)-3-fluorophenyl)-2-oxo-1-phenyl-1,2,4,5,6,7-hexahydropyrazolo[1,5-a]pyridine-3-carboxamide